FC=1C(=C2CN(C(C2=CC1)=O)C1C(NC(CC1)=O)=O)SCCCCCCCCN1CCOCC1 3-(5-fluoro-4-((8-morpholinooctyl)thio)-1-oxoisoindolin-2-yl)piperidine-2,6-dione